C(CCC)(=O)OC[C@@H](O)COP(=O)([O-])OCC[N+](C)(C)C 1-butyryl-sn-glycero-3-phosphocholine